N-((4-chloro-2,6-diisopropylphenyl)carbamoyl)-5-(2-hydroxypropan-2-yl)-1-methyl-1H-pyrazole-3-sulfonamide ClC1=CC(=C(C(=C1)C(C)C)NC(=O)NS(=O)(=O)C1=NN(C(=C1)C(C)(C)O)C)C(C)C